tert-butyl 5-amino-4-(5-(((1R,2S)-rel-2-(((R)-3,3-difluorocyclopentyl) amino) cyclohexyl) methyl)-1-oxoisoindolin-2-yl)-5-oxopentanoate NC(C(CCC(=O)OC(C)(C)C)N1C(C2=CC=C(C=C2C1)C[C@@H]1[C@H](CCCC1)N[C@H]1CC(CC1)(F)F)=O)=O |o1:22,23,29|